C1(CC=CC2=NC3=CC=CC=C3N=C12)=O phenazine-one